ClC1=CC(=C(C2=C1N(N=N2)C)C)[C@@H](CC(=O)OCC)C=2C=C(C1=C(C=CS1)C2)CO ethyl (3S)-3-(7-chloro-1,4-dimethyl-1H-benzotriazol-5-yl)-3-[7-(hydroxymethyl)-1-benzothiophen-5-yl]propanoate